di(isopropoxy) bis(ethyl acetoacetate) titanium [Ti].C(C)CC(CC(=O)OOC(C)C)=O.C(C)CC(CC(=O)OOC(C)C)=O